C(C)(C)(C)C1=CC=C(C=C1)/C=C(/C=C(C#N)C#N)\C 2-[2E-3-(4-tert-butyl-phenyl)-2-methylpropan-2-enylidene]malononitrile